(3S)-1-[2-[4-(2-chlorophenyl)-2-oxo-chromen-7-yl]oxybutyryl]piperidine-3-carboxylic acid ethyl ester C(C)OC(=O)[C@@H]1CN(CCC1)C(C(CC)OC1=CC=C2C(=CC(OC2=C1)=O)C1=C(C=CC=C1)Cl)=O